C(N)(=O)C=1C(=C(C2=CC=CC=C2C1)Cl)NC(=O)C=1N(N=C(C1)OCC(C(F)(F)F)(F)F)C1=NC=CC=C1Cl N-(3-carbamoyl-1-chloro-2-naphthyl)-2-(3-chloro-2-pyridyl)-5-(2,2,3,3,3-pentafluoro-propoxy)pyrazole-3-carboxamide